C1(CC1)C1=CC(=C(C=C1F)NS(=O)(=O)C=1C=NN2C1C=CC(=C2)SC)F N-(4-cyclopropyl-2,5-difluorophenyl)-6-(methylthio)pyrazolo[1,5-a]pyridine-3-sulfonamide